Aminosilane-d N[SiH2][2H]